COC1=C(C=C2C(N=C(N(C2=C1)C)C)=S)O[C@@H]1COCC1 (S)-7-methoxy-1,2-dimethyl-6-((tetrahydrofuran-3-yl)oxy)quinazoline-4(1H)-thione